5-(4-Fluorophenyl)-4-hydroxy-N-[4-[(6-methoxy-1,7-naphthyridin-4-yl)oxy]phenyl]-6-methylpyridine-3-carboxamide FC1=CC=C(C=C1)C=1C(=C(C=NC1C)C(=O)NC1=CC=C(C=C1)OC1=CC=NC2=CN=C(C=C12)OC)O